N1,N1-Bis[3-(trimethoxysilyl)propyl]-1,2-ethandiamin CO[Si](CCCN(CCN)CCC[Si](OC)(OC)OC)(OC)OC